phosphonic acid Tritrifluoroacetate FC(C(=O)O)(F)F.FC(C(=O)O)(F)F.FC(C(=O)O)(F)F.P(O)(O)=O